2-((3-ethyl-4-(4,4,5,5-tetramethyl-1,3,2-dioxaborolan-2-yl)phenyl)amino)-1-(3-fluorophenyl)-2-oxoethyl acetate C(C)(=O)OC(C(=O)NC1=CC(=C(C=C1)B1OC(C(O1)(C)C)(C)C)CC)C1=CC(=CC=C1)F